3,3'-((((2-(3-(2-carboxy-2-(pyrrolidin-3-yl)ethyl)phenoxy)acetyl)azanediyl)bis(ethane-2,1-diyl))bis(3,1-phenylene))bis(2-(pyrrolidin-3-yl)propanoic acid) C(=O)(O)C(CC=1C=C(OCC(=O)N(CCC=2C=C(C=CC2)CC(C(=O)O)C2CNCC2)CCC=2C=C(C=CC2)CC(C(=O)O)C2CNCC2)C=CC1)C1CNCC1